O1COC2=C1C=CC(=C2)NS(=O)(=O)C=2C=C(C(=O)NC1=CC(=C(C=C1)OC(F)F)Cl)C=CC2 3-(N-(benzo[d][1,3]dioxol-5-yl)sulfamoyl)-N-(3-chloro-4-(difluoromethoxy)phenyl)benzamide